4-(Pentafluoro-λ6-sulfanyl)benzoic acid FS(C1=CC=C(C(=O)O)C=C1)(F)(F)(F)F